N1=CN=CC=2OCC(NC21)=O 8H-pyrimido[5,4-b][1,4]oxazin-7-one